C1(CCCCC1)C1=CC=C(C=C1)NC=1C2=C(N=C(N1)C=1C=NN(C1)C)C(N(C2)C(C)C)=O 4-[(4-cyclohexylphenyl)amino]-2-(1-methyl-1H-pyrazol-4-yl)-6-(propan-2-yl)-5,6-dihydro-7H-pyrrolo[3,4-d]pyrimidin-7-one